C(C1=CC=CC=C1)OC(=O)N1CCC(CC1)(C(=O)O)C 1-benzyloxycarbonyl-4-methyl-piperidine-4-carboxylic acid